C(C)N1C2=C(OCC1=O)C(=CC(=C2)NC2=NC=C(C(=N2)C2=C(C=C(C=C2)F)OC)F)CN2CCN(CC2)CC 4-Ethyl-6-((5-fluoro-4-(4-fluoro-2-methoxyphenyl)pyrimidin-2-yl)amino)-8-((4-ethylpiperazin-1-yl)methyl)-2H-benzo[b][1,4]oxazin-3(4H)-one